[Si](C)(C)(C(C)(C)C)OCCCCCNC=1SC(=C(N1)C(=O)OC)CCCOC1=C(C=C(C=C1)C#CCN(C)C)F Methyl 2-[5-[tert-butyl(dimethyl)silyl]oxypentylamino]-5-[3-[4-[3-(dimethylamino)prop-1-ynyl]-2-fluoro-phenoxy]propyl]thiazole-4-carboxylate